2-((2-cyclopropyl-6-(difluoromethyl)pyridin-3-yl)sulfonyl)-6-(2-oxaspiro[3.3]heptan-6-yl)-2,6-diazaspiro[3.3]heptane C1(CC1)C1=NC(=CC=C1S(=O)(=O)N1CC2(C1)CN(C2)C2CC1(COC1)C2)C(F)F